tert-butyl-5-(1,1,2,2,2-pentafluoroethyl)triazolo[1,5-a]pyridine C(C)(C)(C)C=1N=NN2C1C=C(C=C2)C(C(F)(F)F)(F)F